OCCN(CCNC=1C2=C(N=C(N1)C1=CC=C(C=C1)NS(=O)(=O)C1=NC=CC=C1)N(C=C2C)C2OCCCC2)C N-[4-[4-([2-[(2-hydroxyethyl)(methyl)amino]ethyl]amino)-5-methyl-7-(oxan-2-yl)pyrrolo[2,3-d]pyrimidin-2-yl]phenyl]pyridine-2-sulfonamide